3-(2-Chloroethyl)-8-fluoro-1-(4-methoxybenzyl)-3,4-dihydro-quinolin-2(1H)-one ClCCC1C(N(C2=C(C=CC=C2C1)F)CC1=CC=C(C=C1)OC)=O